(S)-5-methyl-N-(4-methyl-3-(4-methyloxazol-2-yl)phenyl)-2,3-dihydrobenzo[f][1,4]oxazepine-4(5H)-carboxamide C[C@@H]1N(CCOC2=C1C=CC=C2)C(=O)NC2=CC(=C(C=C2)C)C=2OC=C(N2)C